BrC=1C=C(C=C2CCCN(C12)[C@@H]1C[C@@](N(C1)C(=O)OC(C)(C)C)(C)CO)Cl (2S,4R)-tert-butyl 4-(8-bromo-6-chloro-3,4-dihydroquinolin-1(2H)-yl)-2-(hydroxymethyl)-2-methylpyrrolidine-1-carboxylate